tert-butyl ((1-(2-(2-((2-(2,6-dioxopiperidin-3-yl)-1,3-dioxoisoindolin-4-yl)amino) ethoxy) ethyl)piperidin-2-yl)methyl)carbamate O=C1NC(CCC1N1C(C2=CC=CC(=C2C1=O)NCCOCCN1C(CCCC1)CNC(OC(C)(C)C)=O)=O)=O